6-imidazol-1-yl-3-(2-trimethylsilylethoxymethyl)benzimidazole-4-carboxylic acid N1(C=NC=C1)C=1C=C(C2=C(N=CN2COCC[Si](C)(C)C)C1)C(=O)O